N-[2-(3,3-difluoropyrrolidin-1-yl)-4-(2-fluoro-phenyl)-3-pyridyl]-2-(6-oxa-1-azaspiro[3.3]heptan-1-yl)pyrimidine-5-carboxamide FC1(CN(CC1)C1=NC=CC(=C1NC(=O)C=1C=NC(=NC1)N1CCC12COC2)C2=C(C=CC=C2)F)F